Cl.Cl.CC1=C(C=C2CC[C@@]3(NC2=N1)CNCC3)C3=NC=CC=N3 (S)-7'-methyl-6'-(pyrimidin-2-yl)-3',4'-dihydro-1'h-spiro[pyrrolidine-3,2'-[1,8]naphthyridine] dihydrochloride